(Z)-hexanoate C(CCCCC)(=O)[O-]